OC(C[NH2+]CC)C (2-hydroxypropyl)ethylammonium